[B].OC1=C(C=CC=C1)O dihydroxybenzene boron